1-[[2-(1,1-difluoro-ethyl)pyridin-4-yl]methyl]-3-(3-fluoro-1-bicyclo[1.1.1]pentanyl)urea FC(C)(F)C1=NC=CC(=C1)CNC(=O)NC12CC(C1)(C2)F